3-methoxy-4-hydroxyphenylglycol COC1=C(C=CC(=C1)C(CO)O)O